COCCN1N=CC(=C1)[C@H]1CN(C[C@@H](C1)C)C1=NC=CC(=N1)C1=CN=C2N1C=C(C=C2)C(F)(F)F 3-(2-((3s,5r)-3-(1-(2-methoxyethyl)-1H-pyrazol-4-yl)-5-methylpiperidin-1-yl)pyrimidin-4-yl)-6-(trifluoromethyl)imidazo[1,2-a]pyridine